BrC=1CN(CCC1C(NC1=NNC=C1CC=1C=NC=CC1)=O)C(=O)OC(C)(C)C tert-butyl 3-bromo-4-{[4-(pyridin-3-ylmethyl)-1H-pyrazol-3-yl] carbamoyl}-5,6-dihydro-2H-pyridine-1-carboxylate